C(C)(C)(C)OC(=O)N1CC2(C1)CC(CC2)I 6-iodo-2-azaspiro[3.4]Octane-2-carboxylic acid tert-butyl ester